C(C)S(=O)(=O)C ethyl-methylsulfone